FC(C=1C(=C(C=CC1)[C@@H](C)NC1=CC=NC2=CC=C(C=C12)[C@@]1(CN(CC1)C(=O)OC(C)C)OC)F)F isopropyl (S)-3-(4-(((R)-1-(3-(difluoromethyl)-2-fluorophenyl)ethyl)amino)quinolin-6-yl)-3-methoxypyrrolidine-1-carboxylate